S1C=CC2=C1C=CC(=C2)[C@H]2N(C[C@@H](CC2)C)C(C(=O)NC=2C=C(C=NC2)C(=O)N)=O 5-[[2-[(2S,5R)-2-(benzothiophen-5-yl)-5-methyl-1-piperidyl]-2-oxo-acetyl]amino]pyridine-3-carboxamide